(4-((2-amino-3-chloropyridin-4-yl)oxy)-3-fluorophenyl)-1-(pyridin-4-yl)-5-(trifluoromethyl)-1H-pyrazole-4-carboxamide NC1=NC=CC(=C1Cl)OC1=C(C=C(C=C1)C1=NN(C(=C1C(=O)N)C(F)(F)F)C1=CC=NC=C1)F